C(C1=CC=CC=C1)NC(=O)NC1=CCN(C=C1)C(C)(C)C 4-(Benzylcarbamoylamino)-N-tert.-butylpyridin